FC(C(=O)O)(F)F.N1CC(C1)C1=NN(C2=NC=CC(=C21)CO)C2=CC=C(C=C2)OC(F)(F)F (3-(azetidin-3-yl)-1-(4-(trifluoromethoxy)phenyl)-1H-pyrazolo[3,4-b]pyridin-4-yl)methanol 2,2,2-trifluoroacetate salt